5-(5-[[(pyridin-4-yl)amino]methyl]-2,3-dihydro-1H-isoindol-2-yl)-4-(trifluoromethyl)-2,3-dihydropyridazin-3-one N1=CC=C(C=C1)NCC=1C=C2CN(CC2=CC1)C1=C(C(NN=C1)=O)C(F)(F)F